(2-naphthyl)-D-alanine C1=C(C=CC2=CC=CC=C12)N[C@H](C)C(=O)O